FC(S(=O)(=O)NC1=CC=C(C=C1)C1=NNC(=C1C(=O)N)NC1=NC=CC=C1)F 3-(4-((difluoro-methyl)sulfonamido)phenyl)-5-(pyridin-2-ylamino)-1H-pyrazole-4-carboxamide